FC=1C=C(C=CC1[Si](C)(C)C)NC([C@@H](C1=CC=C(C=C1)COC)NC(CO)=O)=O (2R)-N-(3-fluoro-4-(trimethylsilyl)phenyl)-2-(glycoloylamino)-2-(4-(methoxymethyl)phenyl)acetamide